C(C)(C)(C)C1=CC(=NN1C[C@H](C)O)NC=1N(C=2C(=NC=C(C2Cl)OC=2C=NN3C2C=NC=C3)N1)C (S)-1-(5-(tert-butyl)-3-((7-chloro-1-methyl-6-(pyrazolo[1,5-a]pyrazin-3-yloxy)-1H-imidazo[4,5-b]pyridin-2-yl)amino)-1H-pyrazol-1-yl)propan-2-ol